4-((6-((R)-3-(4-amino-3-(4-phenoxyphenyl)-1H-pyrazolo[3,4-d]pyrimidin-1-yl)piperidine-1-yl)-6-oxohexyl)thio)-2-(2,6-dioxopiperidin-3-yl)-5-fluoroisoindoline-1,3-dione NC1=C2C(=NC=N1)N(N=C2C2=CC=C(C=C2)OC2=CC=CC=C2)[C@H]2CN(CCC2)C(CCCCCSC2=C1C(N(C(C1=CC=C2F)=O)C2C(NC(CC2)=O)=O)=O)=O